[N+](=O)([O-])[O-].[Co+3].[N+](=O)([O-])[O-].[N+](=O)([O-])[O-] Cobalt(III) nitrate